NC=1C=CC=C(C1)C1=C2NC(=C1)C=C1C=CC(=N1)C(=C1C=CC(N1)=C(C=1C=CC(N1)=C2N)N)N.[Re] rhenium 5,10,15,20-tetraaminophenyl-porphyrin